C(CCCCCCCCCCC)[Si](OCCCC)(OCCCC)CCCCCCCCCCCC didodecyldibutoxysilane